4-hydroxy-N-(3-methyl-1-bicyclo[1.1.1]pentyl)-2-oxo-1,8-naphthyridine-3-carboxamide OC1=C(C(NC2=NC=CC=C12)=O)C(=O)NC12CC(C1)(C2)C